4-({1-[3-chloro-5-(trifluoromethyl)pyridin-2-yl]azetidin-3-yl}amino)-2-isopropyl-5-phenylisothiazol-3(2H)-one 1,1-dioxide ClC=1C(=NC=C(C1)C(F)(F)F)N1CC(C1)NC=1C(N(S(C1C1=CC=CC=C1)(=O)=O)C(C)C)=O